sodium dibutylthio-dicarbamate zinc dibutylthiodicarbamate C(CCC)N(C([O-])=O)SN(C([O-])=O)CCCC.[Zn+2].C(CCC)N(C([O-])=O)SN(C(O)=O)CCCC.[Na+]